C(C)(C)(C)OC(=O)N1C[C@]2(C[C@]2(C1)C)C(=O)O trans-(1R,5R)-3-(tert-butoxycarbonyl)-5-methyl-3-azabicyclo[3.1.0]hexane-1-carboxylic acid